(3R)-4-(7-ethyl-6-methyl-2-(1H-pyrazol-3-yl)-6,7,8,9-tetrahydro-2H-1,2,3,7-tetraazabenzo[cd]azulen-4-yl)-3-methylmorpholine C(C)N1C(C=2C3=C(N(N=C3CC1)C1=NNC=C1)N=C(C2)N2[C@@H](COCC2)C)C